3-(4-(cyclopropylmethoxy)phenyl)-8-methoxy-2-(trifluoromethyl)-4H-pyrimido[1,2-a]pyrimidin-4-one C1(CC1)COC1=CC=C(C=C1)C1=C(N=C2N(C1=O)C=CC(=N2)OC)C(F)(F)F